2-Chloro-N-{2-[4-(difluoromethyl)-1,3-thiazol-5-yl]-2-(4-{[1,2,4]triazolo[4,3-a]pyrazin-8-yloxy}piperidin-1-yl)ethyl}-6-fluorobenzamide ClC1=C(C(=O)NCC(N2CCC(CC2)OC=2C=3N(C=CN2)C=NN3)C3=C(N=CS3)C(F)F)C(=CC=C1)F